(2-ethylhexyl)benzotriazol C(C)C(CC1=CC=CC=2NN=NC21)CCCC